6-(4-(3-amino-6-chloropyridazin-4-yl)phenyl)hex-5-ynoic acid NC=1N=NC(=CC1C1=CC=C(C=C1)C#CCCCC(=O)O)Cl